4,7-dioxa-1-octanol C(CCOCCOC)O